trans-N-(6-(1-methyl-1H-pyrazol-4-yl)isoquinolin-3-yl)-3-morpholinylcyclobutane-1-carboxamide CN1N=CC(=C1)C=1C=C2C=C(N=CC2=CC1)NC(=O)[C@@H]1C[C@H](C1)N1CCOCC1